NC=1C=2N(C=CN1)C(=NC2C2=C(C=C(C(=O)NC1=NC=CC(=C1)C(F)(F)F)C=C2)F)[C@@H]2C[C@@H]1[C@H](N2)COC1 4-(8-amino-3-((2S,3aR,6aS)-hexahydro-1H-furo[3,4-b]pyrrol-2-yl)imidazo[1,5-a]pyrazin-1-yl)-3-fluoro-N-(4-(trifluoromethyl)pyridin-2-yl)benzamide